C1=C(C=CC2=CC=CC=C12)C=1NC=C(N1)C=1C=C(C=CC1)C 2-(naphthalen-2-yl)-4(s)-(m-tolyl)-1H-imidazol